FC(C=1C=C(C=NC1N1N=CC=N1)C1=NN(C(=C1C(=O)N)C(F)(F)F)C1=CC=CN2C1=NC=CC2=O)F (5-(difluoromethyl)-6-(2H-1,2,3-triazol-2-yl)pyridin-3-yl)-1-(4-oxo-4H-pyrido[1,2-a]pyrimidin-9-yl)-5-(trifluoromethyl)-1H-pyrazole-4-carboxamide